ethyl 4-{[(1S)-2-hydroxy-1-phenylethyl]amino}-2-{[3-methyl-4-(methylsulfonyl)phenyl]amino}-pyrimidine-5-carboxylate OC[C@H](C1=CC=CC=C1)NC1=NC(=NC=C1C(=O)OCC)NC1=CC(=C(C=C1)S(=O)(=O)C)C